ClC=1C=C(C=CC1F)NC1=NC=NC2=CC(=C(C=C12)NC(\C=C\CN(C)C)=O)O[C@@H]1COCC1 (2E)-N-{4-[(3-chloro-4-fluorophenyl)amino]-7-{[(3S)-tetrahydrofuran-3-yl]Oxy}quinazolin-6-yl}-4-(dimethylamino)but-2-enamide